6-hydroxy-9H-purine OC1=C2N=CNC2=NC=N1